2-(5-((E)-((1S,2R,5R)-2-fluoro-1,5-dimethyl-9-azabicyclo[3.3.1]nonan-3-ylidene)methyl)pyrazin-2-yl)-5-(1H-imidazol-1-yl)phenol F[C@H]\1[C@@]2(CCC[C@](C/C1=C\C=1N=CC(=NC1)C1=C(C=C(C=C1)N1C=NC=C1)O)(N2)C)C